CC1=C(C(=O)O)C=CC(=C1)OCCCCCCOC(C=C)=O 2-Methyl-4-[6-(acryloyloxy)hexyloxy]benzoic acid